(4-(Isopropylsulfonyl)phenyl)-5-(7-(pyrrolidin-1-yl)-6,7,8,9-tetrahydro-5H-benzo[7]annulen-2-yl)-1H-pyrazolo[3,4-b]pyridine C(C)(C)S(=O)(=O)C1=CC=C(C=C1)N1N=CC=2C1=NC=C(C2)C=2C=CC1=C(CCC(CC1)N1CCCC1)C2